1,2-Pentadien C=C=CCC